tert-butyl 2-(7-chloro-3-iodo-1-isopropyl-4-oxo-1,4-dihydroquinolin-2-yl)azetidine-1-carboxylate ClC1=CC=C2C(C(=C(N(C2=C1)C(C)C)C1N(CC1)C(=O)OC(C)(C)C)I)=O